methyl 2-(6-acetyl-1-(pent-4-en-1-yl)-1H-pyrrolo[2,3-b]pyridin-2-yl)-7-methoxy-1-methyl-1H-benzo[d]imidazole-5-carboxylate C(C)(=O)C1=CC=C2C(=N1)N(C(=C2)C2=NC1=C(N2C)C(=CC(=C1)C(=O)OC)OC)CCCC=C